ClC=1C=2N(C=C(N1)C)C=CN2 8-chloro-6-methylimidazo[1,2-a]pyrazine